(6aR,7R,10aS)-4-(3-fluorophenyl)-7,10a-dimethyl-2-(2-methylquinolin-4-yl)-8-oxo-5,6,6a,7,8,10a-hexahydrobenzo[h]quinazoline-9-carbonitrile FC=1C=C(C=CC1)C1=NC(=NC=2[C@]3([C@H](CCC12)[C@H](C(C(=C3)C#N)=O)C)C)C3=CC(=NC1=CC=CC=C31)C